[3-[[1-(1,3-benzothiazol-2-yl)-2-[3-[(E)-N'-hydroxycarbamimidoyl]phenyl]ethyl]sulfamoyl]phenyl]-2-methyl-oxazole-4-carboxamide S1C(=NC2=C1C=CC=C2)C(CC2=CC(=CC=C2)\C(\N)=N/O)NS(=O)(=O)C=2C=C(C=CC2)C2=C(N=C(O2)C)C(=O)N